4-[[4-[[(3R,4R)-1-(2-cyanoacetyl)-4-methyl-3-piperidinyl]-methyl-amino]pyrrolo[2,3-d]pyrimidine-7-carbonyl]amino]butyric acid C(#N)CC(=O)N1C[C@@H]([C@@H](CC1)C)N(C=1C2=C(N=CN1)N(C=C2)C(=O)NCCCC(=O)O)C